C(CCCCCCCCCCC)N(C)CC(=O)[O-] N-laurylsarcosinat